OC(=O)CCCCCCCCC.C(CCCCCCC)(=O)O.C(CCCCCCC)(=O)O.C(CC)(O)O propanediol dicaprylate caprate